C1NCC2=CC(=CC=C12)CN1CCN(CC1)CCOCCNC(OC(C)(C)C)=O tert-butyl (2-(2-(4-(isoindolin-5-ylmethyl)piperazin-1-yl)ethoxy)ethyl)carbamate